ClC1=NC=NC(=C1F)C(=C)OCC 4-chloro-6-(1-ethoxyvinyl)-5-fluoropyrimidine